2,4-difluoro-N-(2-hydroxy-5-(4,4,5,5-tetramethyl-1,3,2-dioxaborolan-2-yl)pyridin-3-yl)benzenesulfonamide FC1=C(C=CC(=C1)F)S(=O)(=O)NC=1C(=NC=C(C1)B1OC(C(O1)(C)C)(C)C)O